trimethoxy(3-(4-nitrophenoxy)propyl)silane CO[Si](CCCOC1=CC=C(C=C1)[N+](=O)[O-])(OC)OC